sulfamoyl-butanoic acid S(N)(=O)(=O)C(C(=O)O)CC